C(C)(C)C1=C(N)C=CC(=C1)C1=NN(C=N1)C1=CC=C(C=C1)OC(F)(F)F 2-isopropyl-4-(1-(4-(trifluoromethoxy)phenyl)-1H-1,2,4-triazol-3-yl)aniline